2-(3-cyclopenten-1-yl)acetic acid C1(CC=CC1)CC(=O)O